C(C)OC(=O)C=1C=NC=CC1 Pyridine-3-carboxylic acid ethyl ester